C1(=CC=CC=C1)C=1C=C(SC1)[S+](C1=C(C(=CC=C1)S(=O)C1=CC=CC=C1)S(=O)C1=CC=CC=C1)C1=CC=CC=C1 4-phenylthiophenyldiphenylsulfinyldiphenylsulfonium